(5'S)-5'-(pyrazin-2-yl)-3-{[1-(pyridin-4-yl)-1H-pyrazol-4-yl]methoxy}tetrahydro-3'H-spiro[cyclobutane-1,2'-pyrrolo[2,1-b][1,3]oxazol]-3'-one N1=C(C=NC=C1)[C@@H]1CCC2OC3(C(N21)=O)CC(C3)OCC=3C=NN(C3)C3=CC=NC=C3